C(C)(C)(C)OC(=O)N1C[C@@H]([C@H](CC1)F)NC(C1=C(C=C(C(=C1)[N+](=O)[O-])N[C@@H]1[C@H](C1)C)F)=O (3S,4S)-4-fluoro-3-(2-fluoro-4-(((1S,2S)-2-methylcyclopropyl)amino)-5-nitrobenzamido)piperidine-1-carboxylic acid tert-butyl ester